NCC1CN(C(O1)=O)C1=CC(=C(C=C1)N1CCOCC1)F 5-(aminomethyl)-3-(3-fluoro-4-morpholinophenyl)oxazolidinone